8'-(1-((6-methylpyridin-3-yl)sulfonyl)-2-(2-(piperidin-1-yl)ethyl)-1H-pyrrolo[3,2-b]pyridin-6-yl)spiro[cyclobutane-1,1'-pyrrolo[2,3-c]quinolin]-2'(3'H)-one CC1=CC=C(C=N1)S(=O)(=O)N1C(=CC2=NC=C(C=C21)C2=CC=1C3=C(C=NC1C=C2)NC(C32CCC2)=O)CCN2CCCCC2